2-(4-chlorophenyl)-4-(naphthalen-1-yl)-6-phenyl-1,3,5-triazine ClC1=CC=C(C=C1)C1=NC(=NC(=N1)C1=CC=CC2=CC=CC=C12)C1=CC=CC=C1